C1[C@H]([C@@H]([C@H]([C@@H](O1)N2C=CC(=NC2=O)N)O)O)O The molecule is an N-glycosyl compound that is cytosine in which the proton at position 1 is replaced by a beta-D-xylosyl residue. It has a role as a bacterial metabolite. It is a monosaccharide derivative, a N-glycosyl compound and a nucleobase-containing molecular entity. It derives from a cytosine and a beta-D-xylose.